C(C)(C)NCC1=C(C=CC=C1)C1=CC=C(C=C1)C=1C=C(C2=C(NC(=N2)C)C1)C(=O)O 6-(2'-((isopropylamino)methyl)-[1,1'-biphenyl]-4-yl)-2-methyl-1H-benzo[d]imidazole-4-carboxylic acid